(R)-N-(1,1-Dioxido-2,3-dihydrothiophen-3-yl)-7-(oxazol-2-yl)-2-oxo-1,2-dihydroquinoline-3-carboxamide O=S1(C[C@@H](C=C1)NC(=O)C=1C(NC2=CC(=CC=C2C1)C=1OC=CN1)=O)=O